C(#N)CCN1C=NC=C1 1-(2-cyanoethyl)-imidazole